C1(CC1)[C@H](C(C)(C)O)N1C(C2=C(C=CC=C2C1)CNC1=C2C(=NC=C1C)OCO2)=O (R)-2-(1-Cyclopropyl-2-hydroxy-2-methylpropyl)-7-(((6-methyl-[1,3]dioxolo[4,5-b]pyridin-7-yl)amino)methyl)isoindolin-1-one